C(C1=CC=CC=C1)(=O)NC(N(C1=C(NC=C1)C(=O)OCC)CC1=C(C=CC=C1)C1N(CCC(C1)(F)F)C(=O)OCC1=CC=CC=C1)=S Benzyl 2-(2-((3-benzoyl-1-(2-(ethoxycarbonyl)-1H-pyrrol-3-yl)thioureido)methyl)phenyl)-4,4-difluoropiperidine-1-carboxylate